5-(4-((2R,5S)-5-(4-chlorobenzyl)-2-(1-methyl-1H-pyrazol-3-yl)morpholino)-piperidin-1-yl)-4H-1,2,4-triazol-3-amine 2,2,2-trifluoroacetate FC(C(=O)O)(F)F.ClC1=CC=C(C[C@@H]2N(C[C@@H](OC2)C2=NN(C=C2)C)C2CCN(CC2)C=2NC(=NN2)N)C=C1